3-(((2-chloro-6-methoxypyrimidin-4-yl)oxy)methyl)benzonitrile ClC1=NC(=CC(=N1)OCC=1C=C(C#N)C=CC1)OC